C(C1=CC=CC=C1)OC1CN(CCOC1)C=1C=CC(=NC1CN(C)C)NC=1C=CC(=C2CN(C(C12)=O)C(=O)OC(C)(C)C)C1=CN=C2N1C=CC(=C2)F tert-butyl 7-((5-(6-(benzyloxy)-1,4-oxazepan-4-yl)-6-((dimethylamino) methyl) pyridin-2-yl) amino)-4-(7-fluoroimidazo[1,2-a]pyridin-3-yl)-1-oxoisoindoline-2-carboxylate